2,5-dihydro-1H-imidazol N1CN=CC1